4-bromo-2-(fluoromethyl)-2H-indazole BrC=1C2=CN(N=C2C=CC1)CF